N-[3-[6-(3-chlorophenyl)imidazo[1,2-b]pyridazin-3-yl]phenyl]acetamide ClC=1C=C(C=CC1)C=1C=CC=2N(N1)C(=CN2)C=2C=C(C=CC2)NC(C)=O